6-amino-3-isopropylbenzo[d]oxazol NC1=CC2=C(N(CO2)C(C)C)C=C1